FC1=CC=C(C=C1)C1=NN2C(COC(C2)C)=C1 2-(4-fluorophenyl)-6-methyl-6,7-dihydro-4H-pyrazolo[5,1-c][1,4]oxazine